2-Indoleacetonitrile N1C(=CC2=CC=CC=C12)CC#N